P(=O)(=O)CC(C(=O)O)CCC(=O)O 2-(phosphomethyl)pentanedioic acid